NC1COC2=C(O1)C=CC=C2N2C(CNCC2)N 2-Amino-5-(2-aminopiperazin-1-yl)-2,3-dihydro-1,4-benzodioxine